5-chloro-3-(4-(1-methyl-4-(trifluoromethyl)-1H-imidazol-2-yl)benzyl)thiazolo[4,5-d]pyrimidin-2(3H)-one ClC=1N=CC2=C(N1)N(C(S2)=O)CC2=CC=C(C=C2)C=2N(C=C(N2)C(F)(F)F)C